N-hydroxy-4-((4-((((1R,2S)-2-phenylcyclopropyl)amino)methyl)piperidin-1-yl)methyl)benzamide ONC(C1=CC=C(C=C1)CN1CCC(CC1)CN[C@H]1[C@@H](C1)C1=CC=CC=C1)=O